OC(CNC(=O)C1C(CCC(C1)(C)C)C(C)C)C1=CC=CC=C1 N-(2-hydroxy-2-phenylethyl)-2-isopropyl-5,5-dimethylcyclohexan-1-carboxamide